3-(1-(1-((5-(1-Methyl-1H-pyrazol-4-yl)pyridin-2-yl)methyl)-1H-indole-7-carboxamido)cyclopropyl)bicyclo[1.1.1]pentane-1-carboxylic acid CN1N=CC(=C1)C=1C=CC(=NC1)CN1C=CC2=CC=CC(=C12)C(=O)NC1(CC1)C12CC(C1)(C2)C(=O)O